1-(3-bromophenyl)cyclopropanecarbaldehyde BrC=1C=C(C=CC1)C1(CC1)C=O